N-[1-(4-methoxyphenyl)ethyl]thieno[2,3-d]pyrimidin-4-amine COC1=CC=C(C=C1)C(C)NC=1C2=C(N=CN1)SC=C2